ClC1=CC(=C(C=C1Cl)N1CCN(CC1)C(=O)OC(C)(C)C)OC tert-butyl 4-(4,5-dichloro-2-methoxyphenyl)piperazine-1-carboxylate